NC1=C(C2=C(S1)C(=CC=C2C2=C(C=C1C(=NC(=NC1=C2F)F)N2CC1CCC(C2)N1C(=O)OC(C)(C)C)C(F)(F)F)F)C#N tert-butyl 3-(7-(2-amino-3-cyano-7-fluorobenzo[b]thiophen-4-yl)-2,8-difluoro-6-(trifluoromethyl) quinazolin-4-yl)-3,8-diazabicyclo[3.2.1]octane-8-carboxylate